ClCC(=O)[C@@H]1N(C[C@H](C1)F)C(=O)OC(C)(C)C |&1:4| tert-Butyl (2R,4S) and (2S,4S)-2-(2-chloroacetyl)-4-fluoropyrrolidine-1-carboxylate